The molecule is a polyanionic polymer obtained by deprotonation of the carboxy groups of glucuronoxylan D-glucuronate. Major microspecies at pH 7.3 It is a polyanionic polymer and a carbohydrate acid anion. It is a conjugate base of a glucuronoxylan D-glucuronate. C1[C@H]([C@@H]([C@H]([C@@H](O1)O[C@@H]2CO[C@H]([C@@H]([C@H]2O)O[C@@H]3[C@@H]([C@H]([C@@H]([C@H](O3)C(=O)[O-])O)O)O)O[C@@H]4CO[C@H]([C@@H]([C@H]4O)O)O)O)O)O